FC1(CN(CC1)C1=CC=NC(N1C)=O)F 6-(3,3-difluoropyrrolidinyl)-1-methylpyrimidin-2(1H)-one